3-(5-(1,3,4-oxadiazol-2-yl)pyridin-3-yl)-4-(dimethylamino)phenyl octylcarbamate C(CCCCCCC)NC(OC1=CC(=C(C=C1)N(C)C)C=1C=NC=C(C1)C=1OC=NN1)=O